C(C1=CC=CC=C1)OC(=O)N1CCC(CC1)CCOCC1(CCN(CC1)C(=O)OC(C)(C)C)OC tert-butyl 4-((2-(1-((benzyloxy) carbonyl) piperidin-4-yl) ethoxy) methyl)-4-methoxypiperidine-1-carboxylate